(2,6-dimethoxy-4-propyl-phenyl)boronic acid COC1=C(C(=CC(=C1)CCC)OC)B(O)O